(R)-tert-butyl(1-(3-bromophenyl)ethyl)carbamate C(C)(C)(C)OC(N[C@H](C)C1=CC(=CC=C1)Br)=O